FC1=C2C=C(NC2=CC=C1OC1=NC=NC2=CC(=C(C=C12)OC)OCC1CC(C1)NC=1C(C(C=CC1)(C)C(F)(F)F)C)C N-(3-((4-(4-fluoro-2-methyl-1H-indol-5-yloxy)-6-methoxyquinazolin-7-yloxy)methyl)cyclobutyl)-3-(trifluoromethyl)2,3-dimethylaniline